F[P-](F)(F)(F)(F)F.N1(N=NC2=C1C=CC=C2)O[P+](N(C)C)(N(C)C)N(C)C benzotriazol-1-yloxytris(dimethylamino)-phosphorus hexafluorophosphate